cesium 8-hydroxyquinoline OC=1C=CC=C2C=CC=NC12.[Cs]